3-[2-(2-{[3-(2,5-dioxo-2,5-dihydro-1H-pyrrol-1-yl)propanoyl]amino}ethoxy)ethoxy]phenyl beta-D-glucopyranosiduronic acid O([C@H]1[C@H](O)[C@@H](O)[C@H](O)[C@H](O1)C(=O)O)C1=CC(=CC=C1)OCCOCCNC(CCN1C(C=CC1=O)=O)=O